3,5-bis[(1E)-2-[2-methoxy-4-(pyridin-2-ylmethoxy)phenyl]ethenyl]-1H-pyrazole COC1=C(C=CC(=C1)OCC1=NC=CC=C1)/C=C/C1=NNC(=C1)\C=C\C1=C(C=C(C=C1)OCC1=NC=CC=C1)OC